6-chloro-4-ethyl-2,5-dimethyl-4,5-dihydro-2H-[1,2,3]triazolo[4,5-c][1,7]naphthyridine ClC1=NC=CC=2C=3C(C(N(C12)C)CC)=NN(N3)C